COC(=O)C=1C=C2NC(C(NC2=C(C1)C1=CC(=CC=C1)OC)C)=O.N1CCC(CC1)CCN1CCN(CC1)C1=CC=C(C=C1)C1C(NC(CC1)=O)=O 3-[4-[4-[2-(4-piperidyl)ethyl]piperazin-1-yl]phenyl]piperidine-2,6-dione methyl-8-(3-methoxyphenyl)-2-methyl-3-oxo-1,2,3,4-tetrahydroquinoxaline-6-carboxylate